2-(4-(1-methylcyclopropyl)phenyl)-2-oxoacetamide CC1(CC1)C1=CC=C(C=C1)C(C(=O)N)=O